5-(1,1-di(1H-indol-2-yl)-propyl)benzene-1,2,3-triol N1C(=CC2=CC=CC=C12)C(CC)(C=1NC2=CC=CC=C2C1)C=1C=C(C(=C(C1)O)O)O